NC1=C(C=C(C=N1)NC(C(=O)N1[C@H](CC[C@@H](C1)C)C=1C=CC2=C(N=C(S2)CC2C(CN(CC2)C)C)C1)=O)CC N-(6-amino-5-ethylpyridin-3-yl)-2-((2R,5S)-2-(2-((1,3-dimethylpiperidin-4-yl)methyl)benzo[d]thiazol-5-yl)-5-methylpiperidin-1-yl)-2-oxoacetamide